FC(C=1C=C(C=CC1)CC1CN(CC1)C(=O)C=1C=CC2=C(NC(CO2)=O)C1)(F)F 6-[3-[[3-(trifluoromethyl)phenyl]methyl]pyrrolidine-1-carbonyl]-4H-1,4-benzoxazin-3-one